NC1=NNC2=CC=C(C(=C12)C1=C(C=C2C(=NC(=NC2=C1F)OCCN1CC(C1)(F)F)N1C[C@H](N(C[C@@H]1C)C(C=C)=O)C)Cl)C 1-((2R,5S)-4-((R)-7-(3-amino-5-methyl-1H-indazol-4-yl)-6-chloro-2-(2-(3,3-difluoroazetidin-1-yl)ethoxy)-8-fluoroquinazolin-4-yl)-2,5-dimethylpiperazin-1-yl)prop-2-en-1-one